1,4-bis-[4-(3-acryloxypropyl)benzoyloxy]-2-methylbenzene C(C=C)(=O)OCCCC1=CC=C(C(=O)OC2=C(C=C(C=C2)OC(C2=CC=C(C=C2)CCCOC(C=C)=O)=O)C)C=C1